1-(3-Chloro-2-iodophenyl)cyclopropane-1-carbonitrile ClC=1C(=C(C=CC1)C1(CC1)C#N)I